N=1C=CN2C1CNCC2 5,6,7,8-tetrahydroimidazo[1,2-a]pyrazine